C(C)(=O)C1=NN(C2=CC=C(C=C12)C=1C=NC(=NC1)C)CC(=O)N1[C@@H]2C[C@@]2(C[C@H]1C(=O)NCCCC)C (1R,3S,5R)-2-(2-(3-acetyl-5-(2-methylpyrimidin-5-yl)-1H-indazol-1-yl)acetyl)-N-butyl-5-methyl-2-azabicyclo[3.1.0]hexane-3-carboxamide